The molecule is a dihydroorotate that is the conjugate base of (S)-dihydroorotic acid. It has a role as a human metabolite and a Saccharomyces cerevisiae metabolite. It is a conjugate base of a (S)-dihydroorotic acid. C1[C@H](NC(=O)NC1=O)C(=O)[O-]